OCC(CC)(C)OC1=NN(C=C1)C(=O)OC(C)(C)C tert-butyl 3-((1-hydroxy-2-methylbutan-2-yl) oxy)-1H-pyrazole-1-carboxylate